N-(3-(5-(((1-acetylpiperidin-4-yl)amino)methyl)-3'-chloro-6-methoxy-[2,4'-bipyridin]-2'-yl)-2-methylphenyl)-5-(((2-hydroxyethyl)amino)methyl)picolinamide C(C)(=O)N1CCC(CC1)NCC=1C=CC(=NC1OC)C1=C(C(=NC=C1)C=1C(=C(C=CC1)NC(C1=NC=C(C=C1)CNCCO)=O)C)Cl